(2S,4R)-1-((S)-2-(1-fluorocyclopropanecarboxamido)-3,3-dimethylbutanoyl)-4-hydroxy-N-((S)-1-(2-hydroxy-4-(4-methylthiazol-5-yl)phenyl)ethyl)pyrrolidine-2-carboxamide FC1(CC1)C(=O)N[C@H](C(=O)N1[C@@H](C[C@H](C1)O)C(=O)N[C@@H](C)C1=C(C=C(C=C1)C1=C(N=CS1)C)O)C(C)(C)C